C[C@@]1([C@H](O)[C@H](O)[C@@H](CO)O1)C1=CNC(=O)NC1=S methyl-4-thiopseudouridine